(S)-6-bromo-2-(1-cyclopropylethyl)-N-(3,3-difluorocyclobutyl)-3-oxoisoindoline-4-sulfonamide BrC=1C=C(C=2C(N(CC2C1)[C@@H](C)C1CC1)=O)S(=O)(=O)NC1CC(C1)(F)F